C(C=C)(=O)C(CC)O[Si](OCCC)(CC)CCCO acryloylhydroxypropyl-ethyldipropoxysilane